N-[5-(2,6-difluoro-4-methoxyphenyl)-2-[3-fluoro-5-(propan-2-yloxy)phenyl]-1-methyl-3-oxo-2,3-dihydro-1H-pyrazol-4-yl]-4-(difluoromethoxy)benzamide FC1=C(C(=CC(=C1)OC)F)C1=C(C(N(N1C)C1=CC(=CC(=C1)OC(C)C)F)=O)NC(C1=CC=C(C=C1)OC(F)F)=O